7-fluoro-5-(hydroxymethyl)chromane-8-carbonitrile-2-d FC1=CC(=C2CCC(OC2=C1C#N)[2H])CO